5-cyano-3,3-dimethyl-2H-indole-1-carboxylic acid tert-butyl ester C(C)(C)(C)OC(=O)N1CC(C2=CC(=CC=C12)C#N)(C)C